COC1=CC=C2C=CC(=CC2=C1NC(C=C)=O)C1=NC=CC(=C1)C(=O)NC1CCN(CC1)C 2-[7-methoxy-8-(prop-2-enamido)naphthalen-2-yl]-N-(1-methylpiperidin-4-yl)pyridine-4-carboxamide